ethyl 1-((6-fluoropyridin-3-yl)methyl)-1H-pyrazole-4-carboxylate FC1=CC=C(C=N1)CN1N=CC(=C1)C(=O)OCC